N=1C=CN2C1C=C(C=C2)C2(COCC2)C#N 3-imidazo[1,2-a]pyridin-7-yltetrahydrofuran-3-carbonitrile